(1-(4-fluorophenyl)-5-hydroxy-2-methyl-1H-indol-3-yl)propionitrile FC1=CC=C(C=C1)N1C(=C(C2=CC(=CC=C12)O)C(C#N)C)C